(R or S)-3-methyl-3-(5-(piperazin-1-yl)pyridin-2-yl)piperidine-2,6-dione C[C@]1(C(NC(CC1)=O)=O)C1=NC=C(C=C1)N1CCNCC1 |o1:1|